4-chloro-2-hydroxy-6-((phenethylimino)meth-yl)phenyl isobutyrate C(C(C)C)(=O)OC1=C(C=C(C=C1C=NCCC1=CC=CC=C1)Cl)O